[1-(4-fluorophenyl)-4-hydroxy-2-isopropyl-indol-3-yl]sulfonylbenzoic acid FC1=CC=C(C=C1)N1C(=C(C2=C(C=CC=C12)O)S(=O)(=O)C1=C(C(=O)O)C=CC=C1)C(C)C